(((3-bromophenyl)amino)methyl)bicyclo[2.2.2]octane-1-carboxylic acid methyl ester COC(=O)C12C(CC(CC1)CC2)CNC2=CC(=CC=C2)Br